C(C)(C)(C)OC(=O)N(CC(=O)OCCCC)CC1=C(C=C(C=C1)C=1N=NC=NN1)I butyl 2-((tert-butoxycarbonyl)(2-iodo-4-(1,2,4,5-tetrazin-3-yl)benzyl)amino)acetate